C1(CCCCC1)C1=CC=C(C=C1)C(CC)OC([C@@H](NC(=O)C1=NC=CC(=C1OC(C)=O)OC)C)=O N-[[3-(acetyloxy)-4-methoxy-2-pyridinyl]carbonyl]-L-alanine 1-(4-cyclohexylphenyl)propyl ester